CS(=O)(=O)N1CCCC2=CC(=CC=C12)C(=O)O 1-methylsulfonyl-3,4-dihydro-2H-quinoline-6-carboxylic acid